n-butyl-octyl-sec-butylamine C(CCC)N(C(C)CC)CCCCCCCC